5,10-methylenetetrahydrofolate C1N2C=3C(NC(=NC3NCC2CN1C1=CC=C(C(N[C@@H](CCC(=O)[O-])C(=O)O)=O)C=C1)N)=O